O=C1NC(CCC1N1C(C2=CC=CC(=C2C1=O)CN1CCC(CC1)NC(C1=CC(=CC=C1)OC)=O)=O)=O N-(1-((2-(2,6-dioxopiperidin-3-yl)-1,3-dioxoisoindolin-4-yl)methyl)piperidin-4-yl)-3-methoxybenzamide